F[C@H]1[C@@H](C1)N1C(C(=CC=C1)NC(=O)C=1C(=NC=2N(C1)C=C(N2)[C@@]21CO[C@@](CC2)(C1)C)OC(C)C)=O N-(1-((1R,2R)-2-fluorocyclopropyl)-2-oxo-1,2-dihydropyridin-3-yl)-7-isopropoxy-2-((1S,4R)-1-methyl-2-oxabicyclo[2.2.1]heptan-4-yl)imidazo[1,2-a]pyrimidine-6-carboxamide